BrC1=C(C=CC=C1CSC1=NC(=CC(=N1)OC)OC)C1=CC=CC=C1 (((2-bromo-[1,1'-biphenyl]-3-yl)methyl)thio)-4,6-dimethoxypyrimidine